C(NCC(=O)O)NCC(=O)O methylenebis-glycine